(6aR,9R)-N,N-diethyl-7-(3-hydroxybenzyl)-4,6,6a,7,8,9-hexahydroindolo[4,3-fg]quinoline-9-carboxamide hemitartrate C(=O)(O)C(O)C(O)C(=O)O.C(C)N(C(=O)[C@H]1CN([C@@H]2CC=3C4=C(C2=C1)C=CC=C4NC3)CC3=CC(=CC=C3)O)CC.C(C)N(C(=O)[C@H]3CN([C@@H]4CC=1C2=C(C4=C3)C=CC=C2NC1)CC1=CC(=CC=C1)O)CC